(R)-N-(1-(3-amino-5-(trifluoromethyl)phenyl)ethyl)-2-chloro-6-(4-ethylpiperazin-1-yl)-7-methoxyquinazolin-4-amine NC=1C=C(C=C(C1)C(F)(F)F)[C@@H](C)NC1=NC(=NC2=CC(=C(C=C12)N1CCN(CC1)CC)OC)Cl